((2-butyl-1-(2,6-dimethoxyphenyl)-6-hydroxy-4-oxo-1,4-dihydropyrimidin-5-yl)sulfonyl)benzoic acid C(CCC)C=1N(C(=C(C(N1)=O)S(=O)(=O)C1=C(C(=O)O)C=CC=C1)O)C1=C(C=CC=C1OC)OC